4-(1H-indol-3-yl)-7-[(5-piperazin-1-yl-2-pyridyl)amino]-2,3-dihydropyrrolo[3,4-c]pyridin-1-one N1C=C(C2=CC=CC=C12)C1=NC=C(C2=C1CNC2=O)NC2=NC=C(C=C2)N2CCNCC2